3,8-dimethyl-1,10-phenanthroline CC=1C=NC2=C3N=CC(=CC3=CC=C2C1)C